tert-butyl (3S,4R)-3-((4-(2-(tert-butoxy)-2-oxoethoxy)phenoxy)methyl)-4-(4-fluorophenyl)piperidine-1-carboxylate C(C)(C)(C)OC(COC1=CC=C(OC[C@@H]2CN(CC[C@H]2C2=CC=C(C=C2)F)C(=O)OC(C)(C)C)C=C1)=O